6-{4-fluoro-2-[methyl-(piperidin-4-yl)amino]-1,3-benzothiazol-6-yl}-2-methylimidazo[1,2-b]pyridazine-8-carbonitrile FC1=CC(=CC2=C1N=C(S2)N(C2CCNCC2)C)C=2C=C(C=1N(N2)C=C(N1)C)C#N